N-(3-chloro-4-((6-chloropyridin-2-yl)methoxy)phenyl)-4-(4-fluoro-1-isopropyl-2-methyl-1H-benzimidazol-6-yl)pyrimidin-2-amine ClC=1C=C(C=CC1OCC1=NC(=CC=C1)Cl)NC1=NC=CC(=N1)C=1C=C(C2=C(N(C(=N2)C)C(C)C)C1)F